C(C)(C)N1CCC(CC1)N1C(NC2=C1C=C(C(=C2)C=2C=C(C=1N(C2)N=CN1)OC)C)=O 1-(1-Isopropylpiperidin-4-yl)-5-(8-methoxy-[1,2,4]triazolo[1,5-a]pyridin-6-yl)-6-methyl-1,3-dihydro-2H-benzo[d]imidazol-2-on